sulphuric acid tert-butyl-(2,6-dichloro-5-fluoropyridin-3-yl)carbamate C(C)(C)(C)N(C(O)=O)C=1C(=NC(=C(C1)F)Cl)Cl.S(O)(O)(=O)=O